4-{[3-cyano-4-(4-methoxyphenyl)-5-methylthiophen-2-yl]carbamoyl}-3-(hydroxymethyl)benzoic acid C(#N)C1=C(SC(=C1C1=CC=C(C=C1)OC)C)NC(=O)C1=C(C=C(C(=O)O)C=C1)CO